trans-4-[[tert-butyl-(dimethyl)silyl]oxymethyl]cyclohexanecarboxylic acid C(C)(C)(C)[Si](OC[C@@H]1CC[C@H](CC1)C(=O)O)(C)C